OC1CC(C1)=O 3-hydroxycyclobutanone